CN1CCCC1=O 1-methylpyrrolidinone